C[Si](O[Si](C(CCOC(C=CC1=CC(=C(C(=C1)OC)OC)OC)=O)C)(O[Si](C)(C)C)O[Si](C)(C)C)(C)C [3-tris(trimethylsiloxy) silylbutyl]-3,4,5-trimethoxycinnamate